5-CHLORO-3-(DIFLUOROMETHYL)-1-ETHYL-1H-PYRAZOLE-4-CARBALDEHYDE ClC1=C(C(=NN1CC)C(F)F)C=O